8-bromo-3,3-difluoro-2,3,4,9-tetrahydro-1H-carbazole BrC=1C=CC=C2C=3CC(CCC3NC12)(F)F